[(n-butyl)phenyl]indolocarbazole C(CCC)C1=C(C=CC=C1)C1=C2C(=CC=C1)N=C1C=CC3=C4C=CC=CC4=NC3=C12